N-(4-(5-(difluoromethyl)-1,2,4-oxadiazol-3-yl)benzyl)pyrazin-2-amine FC(C1=NC(=NO1)C1=CC=C(CNC2=NC=CN=C2)C=C1)F